BrC1=NN(C(=C1)C(=O)N(C)C)C 3-bromo-N,N,1-trimethyl-pyrazole-5-carboxamide